(3-{3-[1-(4-Amino-3-methyl-1H-pyrazolo[3,4-d]pyrimidin-1-yl)ethyl]-5-chloro-2-methoxy-6-methylphenyl}azetidin-1-yl)acetonitrile NC1=C2C(=NC=N1)N(N=C2C)C(C)C=2C(=C(C(=C(C2)Cl)C)C2CN(C2)CC#N)OC